piperidine-2,6-dione tert-Butyl-4-(2-(2,6-dioxopiperidin-3-yl)-3-oxo-2,3-dihydro-[1,2,4]triazolo[4,3-a]pyridin-7-yl)piperazine-1-carboxylate C(C)(C)(C)OC(=O)N1CCN(CC1)C1=CC=2N(C=C1)C(N(N2)C2C(NC(CC2)=O)=O)=O.N2C(CCCC2=O)=O